C(C(C(C(C(C(C(C(=O)O)O)O)O)O)O)O)O octonic acid